C(=C\CCCC)/B(O)O (E)-1-hexenyl-dihydroxyborane